FC(C(C(C(C(C(C(C(C(C(F)(F)F)(F)F)(F)F)(F)F)(F)F)(F)F)(F)F)(F)F)(F)F)(O)F Perfluoro-Decanol